CN(S(=O)(=O)N(C1CC1)CC1=CC=C(C=C1)C1=NOC(=N1)C(F)(F)F)C N-(dimethylsulfamoyl)-N-[[4-[5-(trifluoromethyl)-1,2,4-oxadiazol-3-yl]phenyl]methyl]cyclopropanamine